6-methoxy-2-(1-methyl-2-oxabicyclo[2.1.1]hex-4-yl)-2H-indazole-5-carboxylic acid COC=1C(=CC2=CN(N=C2C1)C12COC(C1)(C2)C)C(=O)O